3-(2-nitrophenyl)propanoic acid [N+](=O)([O-])C1=C(C=CC=C1)CCC(=O)O